[Si](C)(C)(C(C)(C)C)OC1CC(C1)(F)C1=CC(=NC=C1)OC1CC1 4-(3-{[tert-butyl(dimethyl)silyl]oxy}-1-fluorocyclobutyl)-2-(cyclopropyloxy)pyridine